7-benzyl-2,4-dichloro-3-fluoro-5,6,7,8-tetrahydro-1,7-naphthyridine C(C1=CC=CC=C1)N1CCC=2C(=C(C(=NC2C1)Cl)F)Cl